tetracosyl 6,6'-((3-((2-hydroxyethyl)(6-carbonyl-6-(tetradecyloxy)hexyl)amino)propyl)azanediyl)dihexanoate OCCN(CCCN(CCCCCC(=O)[O-])CCCCCC(=O)OCCCCCCCCCCCCCCCCCCCCCCCC)CCCCCC(OCCCCCCCCCCCCCC)=C=O